Cl.Cl.C[C@H]1[C@@H](NC2=C(O1)C(=NC(=N2)N)N2C[C@@H](CC2)NC)C (6S,7S)-6,7-Dimethyl-4-((R)-3-(methylamino)pyrrolidin-1-yl)-7,8-dihydro-6H-pyrimido[5,4-b][1,4]oxazin-2-amine dihydrochloride salt